(E)-(3,3,4,4,5,5,6,6,7,7,8,8,8-tridecafluoro-1-iodo-1-octen-1-yl)benzene FC(/C=C(/I)\C1=CC=CC=C1)(C(C(C(C(C(F)(F)F)(F)F)(F)F)(F)F)(F)F)F